NC(O)C=1C=C(C(=CC1)F)C1=C(C=CC=C1F)F amino-2',6,6'-trifluoro[1,1'-biphenyl]-3-ylmethanol